1,4-dioxathiomorpholinium [OH+]1CCOCC1